3-(2-(dimethylamino)ethoxy)-6-((3-methoxy-4-((4-methoxybenzyl)oxy)phenyl)amino)quinoxaline-5-carbonitrile CN(CCOC=1C=NC=2C=CC(=C(C2N1)C#N)NC1=CC(=C(C=C1)OCC1=CC=C(C=C1)OC)OC)C